N-(6-(benzo[d]oxazol-6-yl)-1-(3-methoxyphenyl)-1H-pyrazolo[3,4-d]pyrimidin-4-yl)-5-nitrothiophene-2-carboxamide O1C=NC2=C1C=C(C=C2)C2=NC(=C1C(=N2)N(N=C1)C1=CC(=CC=C1)OC)NC(=O)C=1SC(=CC1)[N+](=O)[O-]